C(=O)(O)C1=CC=[N+](C2=CC(=CN=C12)OC)[O-] 4-carboxy-7-methoxy-1,5-naphthyridine 1-oxide